N-(Cyanomethyl)-2'-(4,5-dimethyl-1H-imidazol-2-yl)-N-methyl-3,4'-bipyridine-5-carboxamide C(#N)CN(C(=O)C=1C=C(C=NC1)C1=CC(=NC=C1)C=1NC(=C(N1)C)C)C